C(CCC)C1=C(C2=CC=CC=C2C=C1)OC(C1=CC=CC=C1)=O butylbenzoyloxynaphthalene